(R)-7-(3-(5-(1H-Pyrrolo[2,3-b]pyridin-3-yl)furan-3-yl)phenyl)-6,7-dihydro-5H-pyrrolo[1,2-a]imidazol-7-ol N1C=C(C=2C1=NC=CC2)C2=CC(=CO2)C=2C=C(C=CC2)[C@@]2(CCN1C2=NC=C1)O